1-(5-(2-((3-(((t-butyldimethylsilyl)oxy)methyl)-1-methyl-1H-pyrazol-5-yl)amino)pyridin-4-yl)-7-fluoroindolin-1-yl)-2-(2-chloropyridin-3-yl)ethan-1-one [Si](C)(C)(C(C)(C)C)OCC1=NN(C(=C1)NC1=NC=CC(=C1)C=1C=C2CCN(C2=C(C1)F)C(CC=1C(=NC=CC1)Cl)=O)C